C(C1=CC=CC=C1)OC(=O)[C@H]1N(C[C@@H](C1)OCC1=CC=CC=C1)C(=O)OC(C)(C)C (2S,4R)-1-(tert-Butoxycarbonyl)-4-(benzyloxy)pyrrolidine-2-carboxylic acid benzyl ester